aluminum dihydrogen monophosphite diphosphite [O-]P([O-])OP([O-])O.P(O)(O)O.[Al+3]